(+)-xylose C([C@H]([C@@H]([C@H](C=O)O)O)O)O